1-((5-(4-fluorophenyl)-1,3,4-thiadiazol-2-yl)methyl)-4-(1-methylcyclobutyl)-1,4-dihydropyrazine-2,3-dione FC1=CC=C(C=C1)C1=NN=C(S1)CN1C(C(N(C=C1)C1(CCC1)C)=O)=O